ClC=1C(=NC=C(C1)OC)CN (3-chloro-5-methoxypyridin-2-yl)methylamine